BrC1=C2C=CNC2=CC(=C1OC=1C=CC(=C(C(N)=N)C1)F)F 5-((4-bromo-6-fluoro-1H-indol-5-yl)oxy)-2-fluorobenzimidamide